C1(CC1)[C@@](C)(O)C1=CC=2C(=NC(=CC2)C2=CC=3C(N=C2)=NN(C3)C)S1 (1R)-1-cyclopropyl-1-(6-(2-methyl-2H-pyrazolo[3,4-b]pyridin-5-yl)thieno[2,3-b]pyridin-2-yl)ethanol